ClC1=C(C=C(CC2=NC=CC(=C2)N2N=C(C=3C(NCCC32)=O)C)C=C1C(F)(F)F)F 1-(2-(4-chloro-3-fluoro-5-(trifluoromethyl)benzyl)pyridin-4-yl)-3-methyl-1,5,6,7-tetrahydro-4H-pyrazolo[4,3-c]pyridin-4-one